4-(2-((tetrahydrofuran-2-yl)methoxy)-6-(3-(m-tolyl)-1H-pyrazol-1-yl)pyrimidin-4-yl)morpholine O1C(CCC1)COC1=NC(=CC(=N1)N1CCOCC1)N1N=C(C=C1)C=1C=C(C=CC1)C